NC(CS(=O)(=O)NC1=CC(=CC=C1)N)C 2-amino-N-(3-aminophenyl)propane-1-sulfonamide